CN(CCCNC(=O)C=1SC(=CC1)C=1C=C2C=CC=NC2=C(C1)O)C N-(3-(dimethylamino)propyl)-5-(8-hydroxyquinolin-6-yl)thiophene-2-carboxamide